C(C1=CC=CC=C1)OC1C(C(C1)O)C 3-(Benzyloxy)-2-methylcyclobutan-1-ol